(3aR,6aS)-5-[[6-(2,4-dimethylpyrazol-3-yl)pyridazin-3-yl]oxy-methyl]-2-(2-pyridyl-methyl)-3,3a,4,5,6,6a-hexahydro-1H-cyclopenta[c]pyrrole CN1N=CC(=C1C1=CC=C(N=N1)OCC1C[C@@H]2[C@@H](CN(C2)CC2=NC=CC=C2)C1)C